C(=O)C1=CC=CC=C1.[Na].[Na] Disodium 4-formylbenzene